1-[(3RS)-2,6-dioxopiperidin-3-yl]-3-methyl-2-oxo-2,3-dihydro-1H-benzimidazol O=C1NC(CC[C@H]1N1C(N(C2=C1C=CC=C2)C)=O)=O |r|